ethyl 6-bromohexanoate BrCCCCCC(=O)OCC